BrCC1=C(C=CC(=C1)OC)OC 2-(bromomethyl)-1,4-dimethoxy-benzene